C(=O)(O)C=1N=NNC1 4-carboxy-1H-1,2,3-Triazole